C(C)(C)(C)OC(=O)N[C@@H](COCCN1CCOCC1)C(=O)O N-(t-butoxycarbonyl)-O-(2-morpholinoethyl)-L-serine